[Cl-].C[N+](CCCCCCCCCCCCCCCCCC)(CCCCCCCCCCCCCCCCCC)CCNC([C@@H](N)CCCNC(N)=N)=O N-methyl-N-(2-(arginoylamino)ethyl)-N,N-Dioctadecyl-ammonium chloride